N-[[4-(5-amino-4-cyano-1-cyclopentyl-pyrazol-3-yl)-2-methyl-phenyl]methyl]-2-methoxy-benzamide NC1=C(C(=NN1C1CCCC1)C1=CC(=C(C=C1)CNC(C1=C(C=CC=C1)OC)=O)C)C#N